1-(pyridin-2-ylmethyl)-1H-indole-5-carboxylic acid N1=C(C=CC=C1)CN1C=CC2=CC(=CC=C12)C(=O)O